BrC=1C(=CC=2N(C1)C(=CN2)C#C[Si](C)(C)C)OC 6-bromo-7-methoxy-3-((trimethylsilyl)ethynyl)imidazo[1,2-a]pyridine